C[C@]12CC3(CC(C[C@@](C1)(C3)C)C2)NC(NC2=C(C=C(CN3C[C@H](CCC3)C(=O)NCCO)C=C2)F)=O (S)-1-(4-(3-((1r,3R,5S,7S)-3,5-dimethyladamantan-1-yl)ureido)-3-fluorobenzyl)-N-(2-hydroxyethyl)piperidin-3-carboxamide